C(C1=CC=CC=C1)OC(=O)N1[C@@H](C[C@H](C1)OCCOC1OCCCC1)C(=O)O (2s,4r)-1-((benzyloxy)carbonyl)-4-(2-((tetrahydro-2H-pyran-2-yl)oxy)ethoxy)pyrrolidine-2-carboxylic acid